N-pivaloyl-thiourea C(C(C)(C)C)(=O)NC(=S)N